tert-Butyl 6-methyl-2-(4-((4-(methylsulfonyl)piperidin-1-yl)methyl)phenyl)-7-oxo-1-phenyl-6,7-dihydro-3H-spiro[dipyrrolo[2,3-b:3',2'-d]pyridine-8,3'-pyrrolidine]-1'-carboxylate CN1C(C2(CN(CC2)C(=O)OC(C)(C)C)C2=C3C(=NC=C21)NC(=C3C3=CC=CC=C3)C3=CC=C(C=C3)CN3CCC(CC3)S(=O)(=O)C)=O